(3R)-4,4-difluoro-1-(6-fluoro-1-((5-fluoro-2-pyridinyl)methyl)-1H-benzoimidazol-2-yl)-3-piperidinamine FC1([C@@H](CN(CC1)C1=NC2=C(N1CC1=NC=C(C=C1)F)C=C(C=C2)F)N)F